C(#N)C=1C=CC(=NC1)CN1N=C2C3=C(CCC2=C1)OC(=C3C)C(=O)NC[C@H]3OCCC3 2-[(5-cyanopyridin-2-yl)methyl]-8-methyl-N-{[(2S)-oxolan-2-yl]methyl}-4,5-dihydro-2H-furo[2,3-g]indazole-7-carboxamide